tert-butyl (2R)-4-hydroxy-2,4-dimethylpiperidine-1-carboxylate OC1(C[C@H](N(CC1)C(=O)OC(C)(C)C)C)C